{4-[2-Fluoro-4-(trifluoromethyl)phenyl]piperazin-1-yl}(5-nitrofuran-2-yl)methanone FC1=C(C=CC(=C1)C(F)(F)F)N1CCN(CC1)C(=O)C=1OC(=CC1)[N+](=O)[O-]